B(OOC(C(C(F)(F)F)(C(F)(F)F)F)(F)F)(OOC(C(C(F)(F)F)(C(F)(F)F)F)(F)F)OOC(C(C(F)(F)F)(C(F)(F)F)F)(F)F tris(2-(trifluoromethyl) hexafluoropropoxy) borate